(1,5-dimethylpyrazol-4-yl)-[(7S)-3-(3-fluoro-5-methylphenyl)-2,7-dimethyl-5,7-dihydro-4H-pyrazolo[3,4-c]pyridin-6-yl]methanone CN1N=CC(=C1C)C(=O)N1[C@H](C=2C(CC1)=C(N(N2)C)C2=CC(=CC(=C2)C)F)C